C1(CCC2C3CCC(C12)C3)(CC=CC(=O)[O-])CC=CC(=O)[O-] (octahydro-4,7-methano-1H-indenediyl)bis(methylene)diacrylate